BrC=1C(=C(OC2CCC(CC2)C[C@H](CN2CCN(CC2)C2=CC=C3C(=NN(C3=C2)C)C2C(NC(CC2)=O)=O)C)C=CC1)C 3-[6-[4-[(2R)-3-[4-(3-bromo-2-methyl-phenoxy)cyclohexyl]-2-methyl-propyl]piperazin-1-yl]-1-methyl-indazol-3-yl]piperidine-2,6-dione